((2-(((3S,6S,10aS)-3-((1,1-dioxidothio-chroman-6-yl)carbamoyl)-5-oxodecahydropyrrolo[1,2-a]azocin-6-yl)carbamoyl)benzo[b]thiophen-5-yl)difluoro-methyl)phosphonic acid O=S1(CCCC2=CC(=CC=C12)NC(=O)[C@@H]1CC[C@H]2N1C([C@H](CCCC2)NC(=O)C2=CC1=C(S2)C=CC(=C1)C(F)(F)P(O)(O)=O)=O)=O